C(C)(=O)ON=C1C=CC2=CC=CC=C12 1-indenone acetyl oxime